BrC1=CC=C(C=C1)P(C1=CC=C(C=C1)B(C1=C(C=C(C=C1C)C)C)C1=C(C=C(C=C1C)C)C)(C1=CC=C(C=C1)B(C1=C(C=C(C=C1C)C)C)C1=C(C=C(C=C1C)C)C)=O (4-bromophenyl)bis(4-(Dimesitylboryl)phenyl)phosphorus oxide